2-(1-Cyclopropyl-4-fluoropiperidin-4-yl)-6-(2-methylimidazo[1,2-a]pyrimidin-6-yl)-8-methylquinazolin-4(3H)-one C1(CC1)N1CCC(CC1)(F)C1=NC2=C(C=C(C=C2C(N1)=O)C=1C=NC=2N(C1)C=C(N2)C)C